6-((1-acryloylpiperidin-3-yl)amino)-7-fluoro-4-((2-fluoro-4-morpholinophenyl)amino)-1,2-dihydro-3H-pyrrolo[3,4-c]pyridin-3-one C(C=C)(=O)N1CC(CCC1)NC1=C(C2=C(C(=N1)NC1=C(C=C(C=C1)N1CCOCC1)F)C(NC2)=O)F